O=C1NC(CCC1N1N=C(C2=CC=C(C=C2C1=O)N1CCN(CC1)CC1CCN(CC1)C(CN1CCCCC1)=O)C)=O 1-(2-(4-((4-(3-(2,6-dioxopiperidin-3-yl)-1-methyl-4-oxo-3,4-dihydrophthalazin-6-yl)piperazin-1-yl)methyl)piperidin-1-yl)-2-oxoethyl)piperidin